2,4,6-triisopropylphenol C(C)(C)C1=C(C(=CC(=C1)C(C)C)C(C)C)O